2-chloro-1-(1-(fluoromethyl)-2-oxabicyclo[2.1.1]hexan-4-yl)ethan-1-one ClCC(=O)C12COC(C1)(C2)CF